CN(CCCC(=O)OC(CCCCCCCCCC\C=C/CCCCCC(=O)OC)CCCCCCCCC)C methyl (7Z)-19-{[4-(dimethylamino)butanoyl]oxy}octacos-7-enoate